ClC1=C(C=CC=C1C1=C(C(=NC=C1)C1=CC(=C(C=C1)CNC1CCC(CC1)OC)OC)Cl)C1=CC=C(C(=N1)OC)CNC1CCC(CC1)OC (1s,4r)-N-((6-(2-chloro-3-(3-chloro-2-(3-methoxy-4-((((1r,4r)-4-methoxycyclohexyl)amino)methyl)phenyl)pyridin-4-yl)phenyl)-2-methoxypyridin-3-yl)methyl)-4-methoxycyclohexan-1-amine